C(CCCCCCCCCCCCCCC)NCCCCCCCCCCCCCCCC di(hexadecyl)amine